BrC1=CC=C(C=N1)C1=NC(=NC(=N1)C1=CC=CC=C1)C1=CC=CC=C1 2-(6-bromopyridin-3-yl)-4,6-diphenyl-1,3,5-triazine